N-(4-cyanobenzyl)-8-((1-(N,N-dimethylsulfamoyl)cyclopropyl)methoxy)-1-methyl-2-oxo-1,2-dihydro-1,7-naphthyridine-3-carboxamide C(#N)C1=CC=C(CNC(=O)C=2C(N(C3=C(N=CC=C3C2)OCC2(CC2)S(N(C)C)(=O)=O)C)=O)C=C1